5,6-dihydro-4H-[1,2,4]triazolo[4,3-a][1]benzazepin-8-carbonitrile trifluoroacetate FC(C(=O)O)(F)F.C1=NN=C2N1C1=C(CCC2)C=C(C=C1)C#N